(5-cyclopropyl-2-morpholinothiazolo[4,5-b]pyridin-6-yl)-2-(1H-pyrazol-4-yl)oxazole-4-carboxamide hydrochloride Cl.C1(CC1)C1=C(C=C2C(=N1)N=C(S2)N2CCOCC2)C2=C(N=C(O2)C=2C=NNC2)C(=O)N